3-Methyl-2-(1-methyl-5-morpholino-imidazo[4,5-b]pyrazin-2-yl)-5-(trifluoromethyl)phenol CC=1C(=C(C=C(C1)C(F)(F)F)O)C1=NC=2C(=NC=C(N2)N2CCOCC2)N1C